(S)-1-(6,7-dichloro-8-methoxy-1-methyl-2,3-dihydro-1H-pyrrolo[3,4-c]quinoline-2-carbonyl)pyrrolidin-2-one ClC1=C(C(=CC=2C3=C(C=NC12)CN([C@H]3C)C(=O)N3C(CCC3)=O)OC)Cl